[1-mesityl-3-(2,4,6-trimethylbenzyl)-1H-imidazol-2-ylidene]dichloropalladium(II) C1(=C(C(=CC(=C1)C)C)N1C(N(C=C1)CC1=C(C=C(C=C1C)C)C)=[Pd-2](Cl)Cl)C